NC=1C(=NN(C1C(N)=O)C1=CC=C(C=C1)CNC(C1=C(C=CC(=C1)F)OC)=O)C1CCN(CC1)C(=O)OC(C)(C)C tert-butyl 4-(4-amino-5-carbamoyl-1-(4-((5-fluoro-2-methoxybenzamido)methyl)phenyl)-1H-pyrazol-3-yl)piperidine-1-carboxylate